BrCC1=CC(=C(O[Si](C)(C)C(C)(C)C)C(=C1)C)C (4-(bromomethyl)-2,6-dimethylphenoxy)tert-butyldimethylsilane